[3-[5-bromo-1-ethyl-6-fluoro-2-[2-[(1S)-1-methoxyethyl]-5-morpholino-3-pyridyl]indol-3-yl]-2,2-dimethyl-propoxyl]-tert-butyl-diphenyl-silane BrC=1C=C2C(=C(N(C2=CC1F)CC)C=1C(=NC=C(C1)N1CCOCC1)[C@H](C)OC)CC(CO[Si](C1=CC=CC=C1)(C1=CC=CC=C1)C(C)(C)C)(C)C